N1=CN=CC1=O imidazol-5-one